N-((S)-2-((5-(3,5-dimethyl-1H-pyrazol-4-yl)pyridin-2-yl)amino)-1-((1r,4S)-4-methylcyclohexyl)-2-oxoethyl)-1-methyl-1H-pyrazole-5-carboxamide CC1=NNC(=C1C=1C=CC(=NC1)NC([C@H](C1CCC(CC1)C)NC(=O)C1=CC=NN1C)=O)C